CC1=NC=NC=C1C1=CC2=C(NC(O2)=O)C=C1 6-(4-Methylpyrimidin-5-yl)benzo[d]oxazol-2(3H)-one